4-bromo-7-chloro-2-(2,5-dimethylpyrrol-1-yl)-1-methyl-benzimidazole BrC1=CC=C(C=2N(C(=NC21)N2C(=CC=C2C)C)C)Cl